(S)-2-amino-3-(4-dihydroxyboryl-2-nitrophenyl)-2-methylpropanoic acid N[C@](C(=O)O)(CC1=C(C=C(C=C1)B(O)O)[N+](=O)[O-])C